C(CCCC[C@@H]1SC[C@@H]2NC(=O)N[C@H]12)(=O)NCCCCCC(=O)NCCCCCC(=O)[O-] 6-(6-biotinamidohexanamido)hexanoate